1-[8-(2-chlorophenyl)-9-(4-chlorophenyl)-2-[(1R)-2-hydroxy-1-methyl-ethoxy]purin-6-yl]-4-methyl-piperidine ClC1=C(C=CC=C1)C=1N(C2=NC(=NC(=C2N1)N1CCC(CC1)C)O[C@@H](CO)C)C1=CC=C(C=C1)Cl